ClC=1C2=CN(N=C2C(=C(C1)C1=CC=C(C=C1)CCN1CC(CC1)CO)Cl)C(C(=O)NC=1SC=CN1)C1=C2N(C=N1)C[C@@H](C2)F (4,7-Dichloro-6-(4-(2-(3-(hydroxymethyl)pyrrolidin-1-yl)ethyl)phenyl)-2H-indazol-2-yl)-2-((R)-6-fluoro-6,7-dihydro-5H-pyrrolo[1,2-c]imidazol-1-yl)-N-(thiazol-2-yl)acetamide